(+/-)-isopropyl (1S,3S)-3-((6-(5-(((cyclobutyl(methyl)carbamoyl)oxy)methyl)-1-methyl-1H-pyrazol-4-yl)-2-fluoropyridin-3-yl)oxy)cyclohexane-1-carboxylate C1(CCC1)N(C(=O)OCC1=C(C=NN1C)C1=CC=C(C(=N1)F)O[C@@H]1C[C@H](CCC1)C(=O)OC(C)C)C |r|